N1(CCCCC1)C=1OC=2C(=NC(=C(C2)NC(=O)C=2N=C(OC2)C=2C(=NC=CC2)C)N2CCCCC2)N1 N-(2,5-bis(piperidin-1-yl)oxazolo[4,5-b]pyridin-6-yl)-2-(2-methylpyridin-3-yl)oxazole-4-carboxamide